5-(cyclohexenylmethyl)pyridin-2-ylcarbamic acid tert-butyl ester C(C)(C)(C)OC(NC1=NC=C(C=C1)CC1=CCCCC1)=O